3-chloro-N-(1-(5-(3-cyano-6-methoxypyrazolo[1,5-a]pyridin-4-yl)pyridin-2-yl)-4-methylpiperidin-4-yl)-5-fluoropicolinamide ClC=1C(=NC=C(C1)F)C(=O)NC1(CCN(CC1)C1=NC=C(C=C1)C=1C=2N(C=C(C1)OC)N=CC2C#N)C